C(#N)C=1C=CC(=NC1)C 5-Cyano-2-methylpyridine